FC(C1=NC=CC(=C1)N1C2CN(CC1CC2)C(CCOCC=2C=1N(C=CC2)N=CN1)=O)F 1-{8-[2-(difluoromethyl)pyridin-4-yl]-3,8-diazabicyclo[3.2.1]octan-3-yl}-3-({[1,2,4]triazolo[1,5-a]pyridin-8-yl}methoxy)propan-1-one